NC=1C(N(N=C(C1I)Cl)CC1=CC=CC=C1)=O 4-amino-2-benzyl-6-chloro-5-iodopyridazin-3-one